1-(3-((tert-butoxycarbonylamino)methyl)phenyl)-3-(trifluoromethyl)-1H-pyrazole-5-carboxylic acid C(C)(C)(C)OC(=O)NCC=1C=C(C=CC1)N1N=C(C=C1C(=O)O)C(F)(F)F